NC1=C2C(=NC=N1)N(N=C2C2=CC=C(C=C2)CNC(C2=C(C=CC(=C2)F)OC)=O)CC2CC(CC2)N(C(=O)N2N=CN=C2)C N-(3-((4-amino-3-(4-((5-fluoro-2-methoxybenzamido)methyl)phenyl)-1H-pyrazolo[3,4-d]pyrimidin-1-yl)methyl)cyclopentyl)-N-methyl-1H-1,2,4-triazole-1-carboxamide